1-methoxy-4-(2-((1-methoxypropan-2-yl)oxy)-1-phenylethenyl)benzene COC1=CC=C(C=C1)C(=COC(COC)C)C1=CC=CC=C1